NC1=NC(=NC=C1C(=O)O)C1=CC=C(C=C1)C(C)(C)C 4-amino-2-(4-(tert-butyl)phenyl)pyrimidine-5-carboxylic acid